1,3-dimethylimidazole perchlorate Cl(=O)(=O)(=O)O.CN1CN(C=C1)C